F[C@@H]1C[C@@]2(CCCN2C1)COC1=NC2=C(C(=C(C(=C2C(=N1)O)OC[C@H]([C@@H](C)OC1OCCCC1)NCCC(F)F)Cl)Br)F 2-{[(2R,7aS)-2-fluoro-hexahydropyrrolizin-7a-yl]methoxy}-7-bromo-6-chloro-5-[(2R,3R)-2-[(3,3-difluoropropyl)amino]-3-(oxan-2-yloxy)butoxy]-8-fluoroquinazolin-4-ol